COC1=CC=C(CN(S(=O)(=O)C2=C3C=NN(C3=CC(=C2)NC(CC2=C(C=CC=C2)Cl)=O)CC2=CC=C(C=C2)C(F)(F)F)CC2=CC=C(C=C2)OC)C=C1 N-(4-(N,N-bis(4-methoxybenzyl)sulfamoyl)-1-(4-(trifluoromethyl)benzyl)-1H-indazol-6-yl)-2-(2-chlorophenyl)acetamide